oxa-3-azabicyclo[3.1.1]heptan C12ONCC(C1)C2